O=C1C=2N(C(=NC2N=CN1CCC)C=1C=NN(C1)CC1=CC(=CC=C1)C(F)(F)F)COP(O)(O)=O phosphoric acid mono-{6-oxo-1-propyl-8-[1-(3-trifluoromethyl-benzyl)-1H-pyrazol-4-yl]-1,6-dihydro-purin-7-ylmethyl} ester